S1CC[N+]2=C1N=CC=C2 2,3-dihydrothiazolo[3,2-A]pyrimidin-4-ium